FC=1C=C2C=NN(C2=CC1C=1C=2C(=NN(C2C=CC1)CC(=O)NCC(=O)NCC(=O)O)C(C)C)C (2-(5'-fluoro-3-isopropyl-1'-methyl-1H,1'H-[4,6'-biindazol]-1-yl)acetyl)glycylglycine